N-(2-((1S,4S)-2,5-diazabicyclo[2.2.1]heptan-2-yl)-5-fluorophenyl)-2-(2-fluoro-6-methoxyphenyl)thiazole-4-carboxamide [C@@H]12N(C[C@@H](NC1)C2)C2=C(C=C(C=C2)F)NC(=O)C=2N=C(SC2)C2=C(C=CC=C2OC)F